ClC1=NC=C(C(=N1)CN1CCC(CC1)(N)C)Cl 1-((2,5-dichloropyrimidin-4-yl)methyl)-4-methylpiperidin-4-amine